C1=CC=CC2=CC3=CC4=CC=CC=C4C=C3C=C12 tetracen